ClC=1C(=NC2=CC=CC=C2N1)S(=O)(=O)N Chloroquinoxaline-sulfonamide